ClC=1C(=C(C=2C(=C(SN2)N2CC(N(CC2)C(C=C)=O)CO)C1)F)C1=CC(=CC2=CC=CC=C12)O 1-(4-(5-chloro-7-fluoro-6-(3-hydroxy-1-naphthalenyl)-2,1-benzothiazol-3-yl)-2-(hydroxymethyl)-1-piperazinyl)-2-propen-1-one